(S)-5-(3-(pyridin-3-yl)-1,2,4-oxadiazol-5-yl)-4-(4-(5-(trifluoromethyl)-1,2,4-oxadiazol-3-yl)phenyl)morpholin-3-one N1=CC(=CC=C1)C1=NOC(=N1)[C@@H]1COCC(N1C1=CC=C(C=C1)C1=NOC(=N1)C(F)(F)F)=O